N=1NN=C(C1)C1=NC(=CC=C1)C1=NNN=C1 2,6-bis(2H-1,2,3-triazol-4-yl)pyridine